C(C)(C)(CC)N=[Ta](N(C)C)(N(C)C)N(C)C tert-amyliminotri(dimethylamino)tantalum